FC(C1=CC=C(C=N1)C(O)C1CCOCC1)F [6-(Difluoromethyl)pyridin-3-yl](tetrahydro-2H-pyran-4-yl)methanol